3-isobutyl-1-azacyclododecane C(C(C)C)C1CNCCCCCCCCC1